N-(3-Cyclohexylpropyl)-N-[1-(7-methylthieno[3,2-d]pyrimidin-4-yl)-4-piperidyl]-2,4-dinitrobenzenesulfonamide C1(CCCCC1)CCCN(S(=O)(=O)C1=C(C=C(C=C1)[N+](=O)[O-])[N+](=O)[O-])C1CCN(CC1)C=1C2=C(N=CN1)C(=CS2)C